FCC1(CC(C1)=C=O)C#N 1-(fluoromethyl)-3-carbonylcyclobutane-1-carbonitrile